trimethyl-(6-bromohexyl)ammonium bromide [Br-].C[N+](CCCCCCBr)(C)C